N-[2,6-bis(propan-2-yl)phenyl]-2-[(5,6-dimethyl-1H-1,3-benzodiazol-2-yl)sulfanyl]acetamide CC(C)C1=C(C(=CC=C1)C(C)C)NC(CSC1=NC2=C(N1)C=C(C(=C2)C)C)=O